2-(2'-hydroxy-5'-methylphenyl)-benzotriazolesuccinic acid Methyl-3-(2-fluoro-4-morpholino-anilino)-5-(methylamino)-6-(3-methylimidazo[4,5-c]pyridin-7-yl)pyrazine-2-carboxylate COC(=O)C1=NC(=C(N=C1NC1=C(C=C(C=C1)N1CCOCC1)F)NC)C=1C2=C(C=NC1)N(C=N2)C.OC2=C(C=C(C=C2)C)N2N=C1C(=N2)C=CC=C1C(CC(=O)O)C(=O)O